N=1NN=NC1C1=C(C=CC=C1)C=1C=C2[C@H](CCOC2=C(C1)NC(=O)NC1=CC=C(C=C1)C)C1=CC=CC=C1 |r| (+/-)-1-(6-(2-(2H-tetrazol-5-yl)phenyl)-4-phenylchroman-8-yl)-3-(p-tolyl)urea